7-chloro-3-phenylquinolin ClC1=CC=C2C=C(C=NC2=C1)C1=CC=CC=C1